6-(4-[2-[(2S,SR)-5-[(2S)-1-[6-oxo-5-(trifluoromethyl)-1,6-dihydropyridazin-4-yl]pyrrolidin-2-yl]oxolan-2-yl]acetyl]piperazin-1-yl)pyridine-3-carbonitrile O=C1C(=C(C=NN1)N1[C@@H](CCC1)[C@@H]1CC[C@H](O1)CC(=O)N1CCN(CC1)C1=CC=C(C=N1)C#N)C(F)(F)F |&1:12|